(2R,4S)-N-((S)-1-((4-carbamimidoylbenzyl)amino)-1-oxopropan-2-yl)-4-(3-carbamoylphenyl)pyrrolidine-2-carboxamide bis-trifluoroacetate FC(C(=O)O)(F)F.FC(C(=O)O)(F)F.C(N)(=N)C1=CC=C(CNC([C@H](C)NC(=O)[C@@H]2NC[C@@H](C2)C2=CC(=CC=C2)C(N)=O)=O)C=C1